C(C)C(C(=O)[O-])CCCC.C[N+](CC(C)O)(C)C N,N,N-trimethyl-N-2-hydroxypropyl-ammonium 2-ethylhexanoate